FC(ON1N=CC2=CC=CC=C12)(F)F (trifluoromethoxy)-1H-indazol